6-pentyl-1,3-dihydro-2H-indene-2,2-dicarboxylic acid dimethyl ester COC(=O)C1(CC2=CC(=CC=C2C1)CCCCC)C(=O)OC